N,N-bis[(2,4-dimethoxyphenyl)methyl]-2-(ethoxymethyl)-7-iodo-6-methyl-1H-imidazo[4,5-c]pyridin-4-amine COC1=C(C=CC(=C1)OC)CN(C1=NC(=C(C2=C1N=C(N2)COCC)I)C)CC2=C(C=C(C=C2)OC)OC